{6-[7-(2,2-dimethyl-3-pyrrolidin-1-yl-propoxy)-imidazo[1,2-a]pyridin-3-yl]-pyrimidin-4-yl}-[4-(1-methyl-1H-pyrazol-4-yl)-benzyl]-amine CC(COC1=CC=2N(C=C1)C(=CN2)C2=CC(=NC=N2)NCC2=CC=C(C=C2)C=2C=NN(C2)C)(CN2CCCC2)C